C(C)(C)(C)OC(NC=1C=NC(=CC1)C(C(C)(C1=NC=C(C=N1)C)C)O)=O (6-(1-Hydroxy-2-methyl-2-(5-methylpyrimidin-2-yl)propyl)pyridin-3-yl)carbamic acid tert-butyl ester